(S)-2-(((2-(3-fluorophenyl)benzofuran-5-yl)methyl)amino)propionamide FC=1C=C(C=CC1)C=1OC2=C(C1)C=C(C=C2)CN[C@H](C(=O)N)C